NC=1C=2N(C3=CC(=C(C=C3N1)F)C(=O)N(C1CCC3=CC(=CC=C13)C(F)(F)F)CC1CC1)C=NC2 4-amino-N-(cyclopropylmethyl)-7-fluoro-N-(5-(trifluoromethyl)-2,3-dihydro-1H-inden-1-yl)imidazo[1,5-a]quinoxaline-8-carboxamide